C(CCCCCCCCC)(C1=CC=C(C=C1)O)C1=CC=C(C=C1)O 4,4'-(decan-1,1-diyl)diphenol